Methyl (E)-1-(cyclopropylmethyl)-7-(3-((methylsulfonyl)oxy)prop-1-en-1-yl)-1H-indole-2-carboxylate C1(CC1)CN1C(=CC2=CC=CC(=C12)\C=C\COS(=O)(=O)C)C(=O)OC